racemic-benzyl 8-bromo-4-methyl-chromane-4-carboxylate BrC=1C=CC=C2[C@@](CCOC12)(C(=O)OCC1=CC=CC=C1)C |r|